C1(CC1)C=1NC2=CC(=CC(=C2C1C=O)Cl)Cl 2-CYCLOPROPYL-4,6-DICHLORO-1H-INDOLE-3-CARBOXALDEHYDE